ClC1(C(C(C(F)(F)F)CC2=CC=CC=C2)C=CC=C1)Cl ortho-chlorobenzyl-ortho-chlorobenzyl-trifluoromethane